BrC1=CC(=C(CC2=NC3=C(N2[C@@H]2COC[C@@H]2OC)C=C(C=C3F)C(=O)OC)C=C1F)F |r| Racemic-methyl 2-(4-bromo-2,5-difluorobenzyl)-4-fluoro-1-((3R,4R)-4-methoxytetrahydrofuran-3-yl)-1H-benzo[d]imidazole-6-carboxylate